2-Oxohexanedioic Acid O=C(C(=O)O)CCCC(=O)O